4-[4-bromo-6-(2-chloro-3-trifluoromethyl-phenyl)-3-hydroxy-pyridin-2-yl]-4-oxo-butyric acid ethyl ester C(C)OC(CCC(=O)C1=NC(=CC(=C1O)Br)C1=C(C(=CC=C1)C(F)(F)F)Cl)=O